C1([C@@H](O)[C@@H](O)[C@@H]([C@H](O)CO)O1)=O mannono-1,4-lactone